The molecule is an omega-[(methylsulfiny)alkyl]glucosinolic acid in which the omega-(methylsulfinyl)alkyl group is specified as 6-(methylsulfinyl)hexyl. It has a role as an Arabidopsis thaliana metabolite. CS(=O)CCCCCCC(=NOS(=O)(=O)O)S[C@H]1[C@@H]([C@H]([C@@H]([C@H](O1)CO)O)O)O